(2r,5s)-2,5-dimethyl-4-[5-(trifluoromethyl)pyrazin-2-yl]piperazine-1-carboxylic acid 2-benzyl-2-azaspiro[3.3]hept-6-yl ester C(C1=CC=CC=C1)N1CC2(C1)CC(C2)OC(=O)N2[C@@H](CN([C@H](C2)C)C2=NC=C(N=C2)C(F)(F)F)C